5-Bromo-1-methyl-3-(trifluoromethyl)-1H-indazole BrC=1C=C2C(=NN(C2=CC1)C)C(F)(F)F